CN1N=NN=C1N1C(NC2=C1C=CC=C2)=O 1-(1-methyl-1H-tetrazol-5-yl)-1,3-dihydro-2H-benzo[d]imidazol-2-one